FC1(CC1)C(=O)N[C@H](C(=O)N1[C@@H](C[C@H](C1)O)C(=O)NCC1=C(OCCOCCC(=O)O)C=C(C=C1)C1=C(N=CS1)C)C(C)(C)C 3-(2-(2-(((2S,4R)-1-((S)-2-(1-fluorocyclopropane-1-carboxamido)-3,3-dimethylbutanoyl)-4-hydroxypyrrolidine-2-carboxamido)methyl)-5-(4-methylthiazol-5-yl)phenoxy)ethoxy)propanoic acid